p-octylphenyl-α-naphthylamine C(CCCCCCC)C1=CC=C(C=C1)NC1=CC=CC2=CC=CC=C12